5-(2-(difluoromethoxy)ethoxy)-3-fluoro-6-methoxypyridin-2-amine FC(OCCOC=1C=C(C(=NC1OC)N)F)F